N-hydroxy-1-isopropyl-N-(4-((4-(3-(trifluoromethyl)piperidin-1-yl)phenyl)amino)benzyl)piperidine-4-carboxamide methyl-2-bromo-5-chlorobenzoate COC(C1=C(C=CC(=C1)Cl)Br)=O.ON(C(=O)C1CCN(CC1)C(C)C)CC1=CC=C(C=C1)NC1=CC=C(C=C1)N1CC(CCC1)C(F)(F)F